methyl 4-[5-(3,5-dichloro-4-fluorophenyl)-4,5-dihydro-5-(trifluoromethyl)-3-isoxazolyl]furo[3,2-c]pyridine-7-carboxylate ClC=1C=C(C=C(C1F)Cl)C1(CC(=NO1)C1=NC=C(C2=C1C=CO2)C(=O)OC)C(F)(F)F